tert-Butyl ((1S,3S)-3-((5,6-dimethylpyrazin-2-yl)amino)cyclopentyl)carbamate CC=1N=CC(=NC1C)N[C@@H]1C[C@H](CC1)NC(OC(C)(C)C)=O